1,1'-(bicyclo[2.2.1]heptane-2,6-diylbis(methylene))bis(3,4-dimethyl-1H-pyrrole-2,5-dione) C12C(CC(CC1CN1C(C(=C(C1=O)C)C)=O)C2)CN2C(C(=C(C2=O)C)C)=O